CC=1C=CC=2N(N1)C(=C(N2)C=2C=NC=C(C2)C(F)(F)F)C(=O)N[C@@H]2C(NC1=C(C(=N2)C2=CC=CC=C2)C=CC=C1)=O 6-Methyl-N-[(3S)-2-oxo-5-phenyl-1,3-dihydro-1,4-benzodiazepin-3-yl]-2-[5-(trifluoro-methyl)pyridin-3-yl]imidazo[1,2-b]pyridazine-3-carboxamide